1-(3-(2-(4-chlorophenoxy)ethoxy)phenyl)-2-methyl-1H-imidazole ClC1=CC=C(OCCOC=2C=C(C=CC2)N2C(=NC=C2)C)C=C1